benzyl 4-(2-((8R,9S,13S,14S,17R)-3-(benzyloxy)-17-hydroxy-13-methyl-7,8,9,11,12,13,14,15,16,17-decahydro-6H-cyclopenta[a]phenanthren-17-yl)ethyl)piperazine-1-carboxylate C(C1=CC=CC=C1)OC=1C=CC=2[C@H]3CC[C@@]4([C@](CC[C@H]4[C@@H]3CCC2C1)(O)CCN1CCN(CC1)C(=O)OCC1=CC=CC=C1)C